FC1=C(C(=CC(=C1)F)OCCOC)C=1C2=C(C(=NC1C1=NN3C([C@H](N(CC3)C(=O)OC(C)(C)C)C)=C1)C=1C=C3C=NN(C3=CC1)C)C=CS2 tert-butyl (R)-2-((S)-7-(2,4-difluoro-6-(2-methoxyethoxy) phenyl)-4-(1-methyl-1H-indazol-5-yl) thieno[3,2-c]pyridin-6-yl)-4-methyl-6,7-dihydropyrazolo[1,5-a]pyrazine-5(4H)-carboxylate